(3S,4R)-3-fluoro-4-((4-hydroxy-5-(imidazo[1,2-a]pyrimidin-6-yl)pyrrolo[2,1-f][1,2,4]triazin-2-yl)amino)pyrrolidine-1-carboxylic acid tert-butyl ester C(C)(C)(C)OC(=O)N1C[C@@H]([C@@H](C1)NC1=NN2C(C(=N1)O)=C(C=C2)C=2C=NC=1N(C2)C=CN1)F